ethylenediamine methyl acrylate C(C=C)(=O)OC.C(CN)N